5-(6-(Piperidin-1-ylmethyl)benzo[d][1,3]dioxol-5-yl)-N-(pyridin-4-yl)-1H-indazole-3-carboxamide N1(CCCCC1)CC=1C(=CC2=C(OCO2)C1)C=1C=C2C(=NNC2=CC1)C(=O)NC1=CC=NC=C1